ethanoyl-N,N-dihexylamide C(C)(=O)C(CCCCC)[N-]CCCCCC